((5-bromo-2-methyl-1,2,3,4-tetrahydroisoquinolin-7-yl)amino)-5-((3-(hydroxymethyl)phenyl)amino)-1,2,4-triazine-6-carboxamide BrC1=C2CCN(CC2=CC(=C1)NC=1N=NC(=C(N1)NC1=CC(=CC=C1)CO)C(=O)N)C